2-(2-(2-azidoethoxy)ethoxy)propionic acid N(=[N+]=[N-])CCOCCOC(C(=O)O)C